lithium-aluminum-titanium phosphate P(=O)([O-])([O-])[O-].[Ti+4].[Al+3].[Li+]